Lauric Acid Hydrazide C(CCCCCCCCCCC)(=O)NN